CN(CCN(C1=CC=C(C=C1)NC=1N=C(C2=C(N1)NC=C2)OC2=CC(=CC=C2)[N+](=O)[O-])C)C N1-(2-(dimethylamino)ethyl)-N1-methyl-N4-(4-(3-nitrophenoxy)-7H-pyrrolo[2,3-d]pyrimidin-2-yl)benzene-1,4-diamine